4-cyano-N-(4-(4-methylpiperazin-1-yl)-2-(piperidin-1-yl)phenyl)furan-2-carboxamide C(#N)C=1C=C(OC1)C(=O)NC1=C(C=C(C=C1)N1CCN(CC1)C)N1CCCCC1